ClCC(=O)OCC1(C=C2C([C@](C3(C(=C2C1=O)C)CC3)(C)O)=O)C ((6'R)-6'-hydroxy-2',4',6'-trimethyl-3',7'-dioxo-2',3',6',7'-tetrahydrospiro[cyclopropane-1,5'-inden]-2'-yl)methyl 2-chloroacetate